C1(CCCC1)CNC(C1=C(C=C(C(=C1)F)N1N=C(N(C1=O)C)CC)O[C@@H](C)CCC)=O N-(cyclopentylmethyl)-4-(3-ethyl-4-methyl-5-oxo-4,5-dihydro-1H-1,2,4-triazol-1-yl)-5-fluoro-2-[(2S)-pent-2-yloxy]benzamide